azodipyridine N(=NC1=NC=CC=C1)C1=NC=CC=C1